C(=O)(O)CC(C(=O)[O-])O.ClC=1C=C2C(=CNC2=CC1)CC[NH3+] 2-(5-chloro-1H-indol-3-yl)ethan-1-aminium 3-carboxy-2-hydroxypropanoate